4-fluoro-1-(6-oxopiperidine-3-carbonyl)-N-{phenyl-[4-(prop-2-yl)phenyl]methyl}pyrrolidine-2-carboxamide FC1CC(N(C1)C(=O)C1CNC(CC1)=O)C(=O)NC(C1=CC=C(C=C1)C(C)C)C1=CC=CC=C1